methyl 7,7-difluoro-4-(((1-methylcyclobutyl) amino) methyl)-6,7-dihydro-5H-cyclopenta[b]pyridine-2-carboxylate FC1(CCC=2C1=NC(=CC2CNC2(CCC2)C)C(=O)OC)F